FC1=C(C=CC(=C1O)F)C1=CC=C(S1)C(=O)C1=CC(=C(C(=C1)O)F)F (5-(2,4-difluoro-3-hydroxyphenyl)thiophen-2-yl)(3,4-difluoro-5-hydroxyphenyl)methanone